2-(thien-2-yl)ethan-1-one S1C(=CC=C1)CC=O